C(C1=CC=CC=C1)N1CCC(CC1)CCNC(=O)N1[C@@H](CN(CC1)C1=C(C=C(C(=C1)F)C#N)F)C (2R)-N-[2-(1-benzylpiperidin-4-yl)ethyl]-4-(4-cyano-2,5-difluorophenyl)-2-methylpiperazine-1-carboxamide